NCC1(CN(C1)C1=NN2C(S1)=NC=C2C=2C(=NC(=CC2)C(C)C)OCC)O 3-(aminomethyl)-1-(5-(2-ethoxy-6-isopropylpyridin-3-yl)imidazo[2,1-b][1,3,4]thiadiazol-2-yl)azetidin-3-ol